FC1=C(C=C(CC=2C=C(C=NC2)C(F)(F)F)C=C1)C(=O)N1CCN(CC1)C1=NC=C(C=N1)C(F)(F)F 5-(4-fluoro-3-(4-(5-(trifluoromethyl)pyrimidin-2-yl)piperazine-1-carbonyl)benzyl)-3-(trifluoromethyl)pyridine